tert-butyl (2-methyl-5-oxo-5-(3-(trifluoromethyl)phenyl)pentyl)carbamate CC(CNC(OC(C)(C)C)=O)CCC(C1=CC(=CC=C1)C(F)(F)F)=O